rac-(1-(5-chloro-2-fluoro-4-methoxyphenyl)-5-methyl-1H-1,2,3-triazol-4-yl)(6-chloro-3-(ethylthio)imidazo[1,5-a]pyridin-5-yl)methanol ClC=1C(=CC(=C(C1)N1N=NC(=C1C)[C@H](O)C1=C(C=CC=2N1C(=NC2)SCC)Cl)F)OC |r|